2-methyl-2,4-cyclopentadien-1-one CC=1C(C=CC1)=O